dodecadienealdehyde C(C=CC=CCCCCCCC)=O